C(CCC)OC1=CC=C(OC2CN(C2)C=2C(=C(C(=O)O)C=CC2)N2C=CC=C2)C=C1 3-(3-(4-butoxyphenoxy)azetidin-1-yl)-2-(1H-pyrrol-1-yl)benzoic acid